FC=1C=C(NC2=NC=C(C(=N2)NC2=CC=C3C(=N2)C(CC3)(O)CC)C#N)C=C(C1C1CCN(CC1)C)F 2-[3,5-difluoro-4-(1-methyl-4-piperidyl)anilino]-4-[(7-ethyl-7-hydroxy-5,6-dihydrocyclopenta[b]pyridin-2-yl)amino]pyrimidine-5-carbonitrile